C(C=C)N 2-propen-1-ylamine